oxetan-2-ylmethyl 6-(1-(4-fluorobenzamido)ethyl)-3,4-dihydro-1,5-naphthyridine-1(2H)-carboxylate FC1=CC=C(C(=O)NC(C)C=2N=C3CCCN(C3=CC2)C(=O)OCC2OCC2)C=C1